C1(=CC=CC=C1)C1=C2C(=C(C(=C(C2=C(C=2C(=C(C(=C(C12)[2H])[2H])[2H])[2H])[2H])[2H])[2H])[2H])C1=COC=2C1=CC=C1C2C=CC2=CC=CC=C21 Phenyl(naphthobenzofuranyl)anthracene-d8